2-(methylsulfonyl)-8-(tetrahydro-2H-pyran-4-yl)-5-((triisopropylsilyl)ethynyl)pyrido[2,3-d]pyrimidin-7(8H)-one CS(=O)(=O)C=1N=CC2=C(N1)N(C(C=C2C#C[Si](C(C)C)(C(C)C)C(C)C)=O)C2CCOCC2